O1CCC(CC1)N1C(=NC=2C1=C1C(=NC2)NC=C1)C1=CC=C(O1)/C=C(\C#N)/C(=O)N1CCSCC1 (E)-3-(5-(1-(tetrahydro-2H-pyran-4-yl)-1,6-dihydroimidazo[4,5-d]pyrrolo[2,3-b]pyridin-2-yl)furan-2-yl)-2-(thiomorpholine-4-carbonyl)acrylonitrile